bis((3-prop-2-yl-d6)phenyl)amine C(C(C([2H])([2H])[2H])C=1C=C(C=CC1)NC1=CC(=CC=C1)C(C([2H])([2H])[2H])C([2H])([2H])[2H])([2H])([2H])[2H]